3,5-difluoro-4-methylsulfonyl-phenol FC=1C=C(C=C(C1S(=O)(=O)C)F)O